C1(CC1)C1=CC=C(C=C1)NC(=O)[C@@H]1N(CCCC1)C(=O)OC(C)(C)C tert-butyl (R)-2-((4-cyclopropylphenyl)carbamoyl)piperidine-1-carboxylate